SC=1NC2=C(N1)C=CC=C2 Mercapto-Benzimidazol